4-pyrrolidin-1-ylbutyl-2-[2,5-bis[[(9Z,12Z)-octadeca-9,12-dienoyl]amino]pentanoylamino]-5-[[(9Z,12Z)-octadeca-9,12-dienoyl]amino]pentanoate N1(CCCC1)CCCCOC(C(CCCNC(CCCCCCC\C=C/C\C=C/CCCCC)=O)NC(C(CCCNC(CCCCCCC\C=C/C\C=C/CCCCC)=O)NC(CCCCCCC\C=C/C\C=C/CCCCC)=O)=O)=O